BrCC=1C=C(C(=C(C1)C1=NN(C=N1)C)OC)[N+](=O)[O-] (5-(bromomethyl)-2-methoxy-3-nitrophenyl)-1-methyl-1H-1,2,4-triazole